2-(5-bromo-3-((5S,6S)-3-oxo-5,6-diphenyl-3,4,5,6-tetrahydropyrazin-2-yl)-1H-indol-1-yl)-N'-((E)-4-chlorobenzylidene)acethydrazide Methyl-4-bromo-1,2,5-thiadiazole-3-carboxylate COC(=O)C1=NSN=C1Br.BrC=1C=C2C(=CN(C2=CC1)CC(=O)N/N=C/C1=CC=C(C=C1)Cl)C1=N[C@H]([C@@H](NC1=O)C1=CC=CC=C1)C1=CC=CC=C1